C1(=CC=CC=C1)NC1=CC=C(C=C1)C(F)(F)F N-phenyl-4-(trifluoromethyl)aniline